(R,E)-2-cyano-N-(1-(3,4-dimethoxyphenyl)ethyl)-3-(5-(3-(2-(dimethylamino)ethoxy)phenyl)-1H-pyrrolo[2,3-b]pyridin-3-yl)acrylamide C(#N)/C(/C(=O)N[C@H](C)C1=CC(=C(C=C1)OC)OC)=C\C1=CNC2=NC=C(C=C21)C2=CC(=CC=C2)OCCN(C)C